N-tert-Butoxycarbonyl-N-(2-chloro-5-nitro-phenyl)carbamic acid tert-butyl ester C(C)(C)(C)OC(N(C1=C(C=CC(=C1)[N+](=O)[O-])Cl)C(=O)OC(C)(C)C)=O